4-(2-oxiranylmethoxy)-phenethyl alcohol O1C(C1)COC1=CC=C(CCO)C=C1